(S)-1,4-oxaazepin-6-amine O1C=CN=CC(=C1)N